cesium diphenoxide [O-]C1=CC=CC=C1.[O-]C1=CC=CC=C1.[Cs+].[Cs+]